N(=O)OC[C@H](C)O (2S)-1-(nitrosooxy)-propan-2-ol